BrC=1C(=NC(=NC1)NC1=C(C=C(C(=C1)C=1C=NN(C1)C)N1CCC(CC1)(C)O)OC)NC=1C(=C2N=CC=NC2=CC1)NS(=O)(=O)C N-(6-((5-bromo-2-((4-(4-hydroxy-4-methylpiperidin-1-yl)-2-methoxy-5-(1-methyl-1H-pyrazol-4-yl)phenyl)amino)pyrimidin-4-yl)amino)quinoxalin-5-yl)methanesulfonamide